NCC1=CC(=C(C(=C1)C)NC(=O)C1=CC2=C(OCCC3=C2SC=C3)C=C1C=1C(=NC(=CC1)C(NC1CC1)=O)C(=O)OC)C methyl 3-(9-((4-(aminomethyl)-2,6-dimethylphenyl)carbamoyl)-4,5-dihydrobenzo[b]thieno[2,3-d]oxepin-8-yl)-6-(cyclopropylcarbamoyl)picolinate